6-(((1S,3S)-3-((2-Oxo-2H-[1,3'-bipyridin]-6'-yl)amino)cyclopentyl)amino)pyrazine-2-carbonitrile O=C1N(C=CC=C1)C=1C=NC(=CC1)N[C@@H]1C[C@H](CC1)NC1=CN=CC(=N1)C#N